N1=C(N=CC(=C1)[C@H]1[C@@H](C1)C1=C2C=CC=NC2=C(C=C1)OC)C1=NC=CC=N1 trans-5-(2-([2,2'-bipyrimidin]-5-yl)cyclopropyl)-8-methoxyquinoline